(2-(3,4-difluoro-2-methylphenoxy)-4-methyl-5-(trifluoromethyl)pyridin-3-yl)boronic acid FC=1C(=C(OC2=NC=C(C(=C2B(O)O)C)C(F)(F)F)C=CC1F)C